(2S)-(3-amino-2-fluoropropyl)sulfinic acid NC[C@@H](CS(=O)O)F